9-(4-cyclobutoxybenzyl)-2-(2-isopropylphenyl)-7-methyl-7,9-dihydro-8H-purin-8-one C1(CCC1)OC1=CC=C(CN2C3=NC(=NC=C3N(C2=O)C)C2=C(C=CC=C2)C(C)C)C=C1